8-[3-[1-(2,6-dioxo-3-piperidinyl)-3-methyl-2-oxo-benzoimidazol-4-yl]prop-2-ynyl]-3,8-diazabicyclo[3.2.1]octane-3-carboxylic acid tert-butyl ester C(C)(C)(C)OC(=O)N1CC2CCC(C1)N2CC#CC2=CC=CC=1N(C(N(C12)C)=O)C1C(NC(CC1)=O)=O